CC=1C(=NC=NC1C1=C2C=CC=NC2=CC=C1)C(=O)NC1=CC(=NC=C1)C(F)(F)F 5-methyl-6-(quinolin-5-yl)-N-(2-(trifluoromethyl)pyridin-4-yl)pyrimidine-4-carboxamide